COC1N(CCC1)C(C)=O 1-(2-methoxypyrrolidin-1-yl)ethane-1-one